bis[(3-amino-2-hydroxy-propyl)-myristyl-amino]-butane-2,3-diol NCC(CN(CCCCCCCCCCCCCC)C(C(C)(O)N(CC(CN)O)CCCCCCCCCCCCCC)(C)O)O